rel-2-((1S,3S)-3-hydroxy-3-methylcyclohexyl)-6-methoxy-N-(pyrazolo[1,5-a]pyrimidin-3-yl)-2H-indazole-5-carboxamide O[C@@]1(C[C@H](CCC1)N1N=C2C=C(C(=CC2=C1)C(=O)NC=1C=NN2C1N=CC=C2)OC)C |o1:1,3|